2-(azetidin-3-yl)-4-chloroisoindoline hydrochloride Cl.N1CC(C1)N1CC2=CC=CC(=C2C1)Cl